CC1=CC=C(C(=S)C(C)(N2CCOCC2)C)C=C1 (4-methylthiobenzoyl)-1-methyl-1-morpholinoethane